C(CCCCCCC\C=C/CCCCCCCC)(=O)OC[C@@H](OO)COP(=O)(O)O 1-oleoyl-2-hydroxy-sn-glycero-3-phosphate